7-((4-methylpiperidin-1-yl)(pyrimidin-4-yl)methyl)quinolin-8-ol CC1CCN(CC1)C(C1=CC=C2C=CC=NC2=C1O)C1=NC=NC=C1